4-amino-N-(5-methylpyridin-2-yl)-1-toluenesulfonyl-1H-indole-5-carboxamide NC1=C2C=CN(C2=CC=C1C(=O)NC1=NC=C(C=C1)C)S(=O)(=O)CC1=CC=CC=C1